O=C1C(=CC(=CN1)[C@H](CC)ONC(=O)N1CCN(CC1)C1=NC=C(C=N1)C(F)(F)F)C(F)(F)F (S)-N-(1-(6-oxo-5-(trifluoromethyl)-1,6-dihydropyridin-3-yl)propoxy)-4-(5-(trifluoromethyl)pyrimidin-2-yl)piperazine-1-carboxamide